COC1=CC=C(CNC2=C(N=C3C(=N2)OC(=C3)C)C(=O)OC)C=C1 methyl 3-((4-methoxybenzyl) amino)-6-methylfuro[2,3-b]pyrazine-2-carboxylate